Benzyl (4S)-2,2,6-trimethyl-4-[(2S)-3-methyl-2-(6-methylheptanamido)butanamido]-3-oxoheptanoate CC(C(=O)OCC1=CC=CC=C1)(C([C@H](CC(C)C)NC([C@H](C(C)C)NC(CCCCC(C)C)=O)=O)=O)C